10-((9S)-9-(tert-butoxycarbonyl)-20,20-dimethyl-3,11,14,18-tetraoxo-1-phenyl-2,19-dioxa-4,10,13-triazacycloheneicosane-17-yl)-1,4,7,10-tetraazacyclododecane C(C)(C)(C)OC(=O)[C@@H]1CCCCNC(OC(CC(OC(C(CCC(NCC(N1)=O)=O)N1CCNCCNCCNCC1)=O)(C)C)C1=CC=CC=C1)=O